COC(C)COC(C)COC(C)CO tripropylenglycol methyl ether